FC=1C=C(C=C(C1)F)C1CC=NN1C(=O)C1CC2C(CN(C2)C2=CC(=NC=N2)C(=O)N)C1 6-(5-(5-(3,5-difluorophenyl)-4,5-dihydro-1H-pyrazole-1-carbonyl)hexahydrocyclopenta[c]pyrrol-2(1H)-yl)pyrimidine-4-carboxamide